C(C)(=O)OC1CC(N(C1)C(=O)OC(C)(C)C)C1=C(C=CC=C1)Cl tert-butyl 4-acetoxy-2-(2-chlorophenyl)pyrrolidine-1-carboxylate